C1(CC1)C1=NC2=CC=C(C=C2C(=N1)N1CCC(CC1)C1=C(C=CC=C1)N(C)C)N(CCO)C 2-({2-cyclopropyl-4-[4-(2-dimethylamino-phenyl)-piperidin-1-yl]-quinazolin-6-yl}-methyl-amino)-ethanol